3-bromo-5-{2-oxa-6-azaspiro[3.3]heptan-6-yl}pyridine-4-carbaldehyde BrC=1C=NC=C(C1C=O)N1CC2(COC2)C1